3-{[(4-cyanophenyl)aminothiocarbonyl]amino}-3-phenylpropionic acid C(#N)C1=CC=C(C=C1)NC(=S)NC(CC(=O)O)C1=CC=CC=C1